8-(2-(tetracyclo[6.2.1.13,6.02,7]-dodecane-4-yl)-2-propoxycarbonylmethyloxycarbonyl)-tetracyclo[4.4.0.12,5.17,10]-3-dodecene C12C3C4C(CC(C3C(CC1)C2)C4)C(C)(C)OC(=O)COC(=O)C4C2C1C3C=CC(C1C(C4)C2)C3